4-((2-(4-(methoxycarbonyl)phenyl)-4-(5-(trifluoromethyl)thiophen-2-yl)piperidin-1-yl)methyl)-7-Methyl-1H-indole-1-carboxylic acid tert-butyl ester C(C)(C)(C)OC(=O)N1C=CC2=C(C=CC(=C12)C)CN1C(CC(CC1)C=1SC(=CC1)C(F)(F)F)C1=CC=C(C=C1)C(=O)OC